tert-Butyl (endo-8-(7-(4-chloro-2-(2-methoxyethyl)-2H-indazol-5-yl)-5-((2-(trimethylsilyl)ethoxy)methyl)-5H-pyrrolo[2,3-b]pyrazin-3-yl)-8-azabicyclo[3.2.1]octan-3-yl)carbamate ClC=1C2=CN(N=C2C=CC1C1=CN(C2=NC(=CN=C21)N2C1CC(CC2CC1)NC(OC(C)(C)C)=O)COCC[Si](C)(C)C)CCOC